1,2-Oxathiolan-4-ol O1SCC(C1)O